C(C)(C)(C)OC(NCC1=CC=C(S1)C=1SC(=CC1)C=C(C#N)C#N)=O ((5'-(2,2-dicyanovinyl)-[2,2'-bithiophene]-5-yl)methyl)carbamic acid tert-butyl ester